4-[2-(trifluoromethyl)phenoxy]aniline ethyl-3-(3-hydroxy-5-(3-nitrophenyl)picolinamido)-2,2-dimethylpropanoate C(C)OC(C(CNC(C1=NC=C(C=C1O)C1=CC(=CC=C1)[N+](=O)[O-])=O)(C)C)=O.FC(C1=C(OC2=CC=C(N)C=C2)C=CC=C1)(F)F